C12C3C4C5CC=C(C4C(C2C2C4CC6C(C4C1C2)O6)C3)C5 14,15-epoxyheptacyclo[8.7.0.12,9.03,8.14,7.111,17.012,16]eicosa-6-ene